(2-(4-iodobicyclo[2.2.2]oct-1-yl)ethyl)-4-(trifluoromethyl)quinoline-2-carboxylic acid methyl ester COC(=O)C1=NC2=CC=CC=C2C(=C1CCC12CCC(CC1)(CC2)I)C(F)(F)F